6-(1-(2,2-difluoroethyl)-4-(3-hydroxyphenyl)-1H-imidazol-5-yl)imidazo[1,2-b]pyridazine-3-carbonitrile FC(CN1C=NC(=C1C=1C=CC=2N(N1)C(=CN2)C#N)C2=CC(=CC=C2)O)F